FC=1C=C2C(C(NC2=CC1)=O)=NN=C1SCC(N1C1=CC(=CC=C1)C(C)C)=O 5-fluoro-3-(2-(3-(3-isopropylphenyl)-4-oxothiazolidine-2-ylidene)hydrazono)-1H-indol-2-one